(-)-1-[(3S*,4R*)-4-(2,6-difluoro-4-methoxyphenyl)-2-oxopyrrolidin-3-yl]-3-(3-methoxy-phenyl)urea FC1=C(C(=CC(=C1)OC)F)[C@H]1[C@@H](C(NC1)=O)NC(=O)NC1=CC(=CC=C1)OC |o1:10,11|